(R)-1-(chloro(3,4,5-trifluorophenyl)methyl)pyridin-1-ium chloride [Cl-].Cl[C@@H]([N+]1=CC=CC=C1)C1=CC(=C(C(=C1)F)F)F